methyl tetrafluoropropyl carbonate C(OC)(OC(CC(F)(F)F)F)=O